3-chloro-5-trifluoromethyl-pyridine-2-carboxylic acid {4-[2-((S)-2-amino-4,5-dihydro-oxazol-4-yl)-ethyl]-phenyl}-amide NC=1OC[C@@H](N1)CCC1=CC=C(C=C1)NC(=O)C1=NC=C(C=C1Cl)C(F)(F)F